C(CC)OC(C(=C)C)=O n-Propylmethacrylat